5-amino-8-(2,6-dimethyl-4-pyridinyl)-2-[2-[[2-(4-hydroxy-1-piperidinyl)-2-oxo-ethyl]-methyl-amino]ethyl]-7-phenyl-[1,2,4]triazolo[4,3-c]pyrimidin-3-one NC1=NC(=C(C=2N1C(N(N2)CCN(C)CC(=O)N2CCC(CC2)O)=O)C2=CC(=NC(=C2)C)C)C2=CC=CC=C2